C(C)OC(C(F)(F)F)(C(F)(F)F)[C@]1(CN(CC1)CC=1C=NC(=CC1)C)CCC1=CC=C(C#N)C=C1 (R)-4-(2-(3-(2-ethoxy-1,1,1,3,3,3-hexafluoropropan-2-yl)-1-((6-methylpyridin-3-yl)methyl)pyrrolidin-3-yl)ethyl)benzonitrile